OC(C)(C)C=1N=C(SC1)S(=O)(N)=NC(NC1=C2CCCC2=CC2=C1OCC2)=O 4-(2-Hydroxypropan-2-yl)-N'-((3,5,6,7-tetrahydro-2H-indeno[5,6-b]furan-8-yl)-carbamoyl)thiazole-2-sulfonimidamide